1-butyl-5-(diaminomethylene)-3-((1r,4r)-4-((6,8-dioxo-2-oxa-5,7-diazaspiro[3.4]octan-5-yl)methyl)-4-methylcyclohexyl)pyrimidine-2,4,6(1H,3H,5H)-trione C(CCC)N1C(N(C(C(C1=O)=C(N)N)=O)C1CCC(CC1)(C)CN1C2(COC2)C(NC1=O)=O)=O